[Na+].OC(C(=S)[O-])CCC 2-hydroxy-4-methylthiobutanoic acid sodium salt